C1(CCCC1)N1N=C(C=C1C1=C(C=CC=C1)C(F)(F)F)C(=O)N[C@H](CC(=O)O)CCN1CCCCC1 (3S)-3-({1-cyclopentyl-5-[2-(trifluoromethyl)phenyl]-1H-pyrazol-3-yl}formamido)-5-(piperidin-1-yl)pentanoic acid